(4-(2-Chlorophenyl)-3,4-dihydroquinoxaline-1(2H)-yl)(piperazin-1-yl)methanone ClC1=C(C=CC=C1)N1CCN(C2=CC=CC=C12)C(=O)N1CCNCC1